L-4-hydroxy-3-nitrophenylarsonic acid OC1=C(C=C(C=C1)[As](O)(O)=O)[N+](=O)[O-]